1-(2-cyclopropyl-6-methylphenyl)-6-fluoro-7-(2-fluoro-6-hydroxyphenyl)-4-((2S)-2-methyl-4-(2-propenoyl)-1-piperazinyl)pyrido[2,3-d]pyrimidin-2(1H)-one C1(CC1)C1=C(C(=CC=C1)C)N1C(N=C(C2=C1N=C(C(=C2)F)C2=C(C=CC=C2O)F)N2[C@H](CN(CC2)C(C=C)=O)C)=O